(tert-Butoxycarbonylamino)-2-[4-(hydroxymethyl)cyclohexyl]Indazole-6-carboxylic acid C(C)(C)(C)OC(=O)NC=1N(N=C2C=C(C=CC12)C(=O)O)C1CCC(CC1)CO